BrC1=CC2=C(N=C(S2)C2=CCC(CC2)C(=O)OC)C=C1OC(C)C methyl 4-(6-bromo-5-isopropoxybenzo[d]thiazol-2-yl)cyclohex-3-ene-1-carboxylate